4-dimethylamino-butanol CN(CCCCO)C